N-benzyl-1-(4-methoxyphenyl)-5-oxopyrrolidine-3-carboxamid C(C1=CC=CC=C1)NC(=O)C1CN(C(C1)=O)C1=CC=C(C=C1)OC